tert-butyl ((1r,3r)-3-(2,3-difluorophenoxy)cyclobutyl)carbamate FC1=C(OC2CC(C2)NC(OC(C)(C)C)=O)C=CC=C1F